sodium 2,2'-butylidene-bis(4,6-dimethyl-phenyl) phosphate P1(=O)(OC2=C(C=C(C=C2C)C)C(CCC)C2=C(C(=CC(=C2)C)C)O1)[O-].[Na+]